6-(4-amino-3-methylphenyl)-5-methyl-4,5-dihydropyridazin-3(2H)-one NC1=C(C=C(C=C1)C=1C(CC(NN1)=O)C)C